7-(aminomethyl)-4H,5H,6H,7H-thieno[3,2-b]pyridin-5-one NCC1C2=C(NC(C1)=O)C=CS2